BrC(C(Cl)C1=CC=CC=C1)CCl trans-(2-Bromo-1,3-dichloropropyl)benzene